N-{2-[4-amino-7-(1H-pyrazol-3-yl)-2H-pyrazolo[3,4-c]quinolin-2-yl]ethyl}-N-methylacetylamine NC1=NC=2C=C(C=CC2C=2C1=NN(C2)CCN(C)C(C)=O)C2=NNC=C2